F[P-](F)(F)(F)(F)F.C1=CC=C2C=CC3=CC=CC4=CC=C1C2=C34.[NH4+] ammonium pyrene hexafluorophosphate